C(C)(=O)N1CC2(C1)CC(C2)N2N=CC1=CC(=C(C=C21)C=2C=1C=NN(C1C=CC2)CC(=O)NCC(=O)NCC(=O)OC)F methyl 2-{2-[2-(1'-{2-acetyl-2-azaspiro[3.3]heptan-6-yl}-5'-fluoro-[4,6'-biindazol]-1-yl)acetamido]acetamido}acetate